ClCC1=NC(C2=C(N1)N(N=C2)C)=O 6-(chloromethyl)-1-methyl-7H-pyrazolo[3,4-d]pyrimidin-4-one